(1S,4s)-4-(2-(((R)-2-(5-Fluoropyridin-3-yl)-2-hydroxyethyl)amino)propan-2-yl)cyclohexane-1-carboxylic acid FC=1C=C(C=NC1)[C@H](CNC(C)(C)C1CCC(CC1)C(=O)O)O